ClC=1C(=C(C=CC1)N1C[C@@H](CC1)OC(C)C)[N+](=O)[O-] (R)-1-(3-chloro-2-nitrophenyl)-3-isopropoxypyrrolidine